ClC=1SC=C(N1)CN1C2=NC=NC(=C2N=C1C1=C(C=C(C=C1)OCCN1CCNCC1)Cl)OC1(CC1)C 2-chloro-4-((8-(2-chloro-4-(2-(piperazin-1-yl)ethoxy)phenyl)-6-(1-methyl-cyclopropoxy)-9H-purin-9-yl)methyl)thiazole